FC(OCC1NCC(C1)(C1=CC=C(C=C1)C(F)(F)F)F)F 2-((difluoromethoxy)methyl)-4-fluoro-4-(4-(trifluoromethyl)phenyl)pyrrolidine